C(C)(=O)OCCC(CN1C(C2=CC=CC=C2C1=O)=O)(F)F 4-(1,3-Dioxoisoindolin-2-yl)-3,3-difluorobutyl acetate